5-bromo-1-methylpyridin-2-amine BrC=1C=CC(N(C1)C)N